BrC1=CC2=CN(C(N=C2C=C1)[C@@H](CCC)N1CCN(C[C@H](C1)CC)C)CC 6-bromo-3-ethyl-2-((R)-1-((R)-6-ethyl-4-methyl-1,4-diazepan-1-yl)butyl)quinazolin